1-(4-(benzylamino)-7-(piperazin-1-ylmethyl)pyrrolo[2,1-f][1,2,4]triazin-2-yl)-2-methyl-1H-indole C(C1=CC=CC=C1)NC1=NC(=NN2C1=CC=C2CN2CCNCC2)N2C(=CC1=CC=CC=C21)C